CC1=C(C(=C(C(=N1)N=NC2=C(C=C(C=C2)S(=O)(=O)O)S(=O)(=O)O)COP(=O)(O)O)C=O)O The molecule is an arenesulfonic acid that is pyridoxal 5'-phosphate carrying an additional 2,4-disulfophenylazo substituent at position 6. It has a role as a purinergic receptor P2X antagonist. It is an arenesulfonic acid, a member of azobenzenes, a member of methylpyridines, a monohydroxypyridine, a pyridinecarbaldehyde and an organic phosphate. It derives from a pyridoxal 5'-phosphate. It is a conjugate acid of a 5'-phosphonatopyridoxal-6-azobenzene-2,4-disulfonate.